C(#N)C1=CN=C(S1)N1CCC(=CCC1)C=1C(=CC(=C(C1)NC(=O)C1=CNC(C=C1C(F)(F)F)=O)N1C[C@H](N([C@H](C1)C)C)C)F |r| N-[5-[1-(5-cyano-1,3-thiazol-2-yl)-2,3,6,7-tetrahydroazepin-4-yl]-4-fluoro-2-[rac-(3R,5S)-3,4,5-trimethylpiperazin-1-yl]phenyl]-6-oxo-4-(trifluoromethyl)-1H-pyridine-3-carboxamide